2-(1-(4-amino-3-(2-fluoro-6-methoxypyridin-3-yl)-1H-pyrazolo[3,4-d]pyrimidin-1-yl)ethyl)-3-phenylquinazolin-4(3H)-one NC1=C2C(=NC=N1)N(N=C2C=2C(=NC(=CC2)OC)F)C(C)C2=NC1=CC=CC=C1C(N2C2=CC=CC=C2)=O